2-fluoro-3-oxo-3-(tetrahydro-pyran-4-yl)-propionic acid ethyl ester C(C)OC(C(C(C1CCOCC1)=O)F)=O